NC1=NC2=C(C=3N1N=C(N3)C=3OC=CC3)SC(N2CCN2CCN(CC2)C2=C(C=C(OCC(=O)NCCN3CCOCC3)C=C2)F)=O 2-(4-(4-(2-(5-amino-8-(furan-2-yl)-2-oxothiazolo[5,4-e][1,2,4]triazolo[1,5-c]pyrimidin-3(2H)-yl)ethyl)piperazin-1-yl)-3-fluorophenoxy)-N-(2-morpholinoethyl)acetamide